4-(3-chloro-4-hydroxy-5-methylphenyl)-3-methyl-4-oxobutanoic acid ClC=1C=C(C=C(C1O)C)C(C(CC(=O)O)C)=O